C(C)(C)C=1C=NN2C1N=C(C=C2NC2CCN(CC2)C(=O)OCC2(CN(C2)C(\C=C\CN(C)C)=O)F)NC2CCOCC2 (E)-(1-(4-(dimethylamino)but-2-enoyl)-3-fluoroazetidine-3-yl)methyl 4-((3-isopropyl-5-((tetrahydro-2H-pyran-4-yl)amino)pyrazolo[1,5-a]pyrimidin-7-yl)amino)piperidine-1-carboxylate